C(C1=CC=CC=C1)(=O)C1=CC=C(C[N+]2(CC[N+](CC2)(CC2=CC=C(C=C2)C(C2=CC=CC=C2)=O)CC2=CC=C(C=C2)C(C2=CC=CC=C2)=O)CC2=CC=C(C=C2)C(C2=CC=CC=C2)=O)C=C1 1,1,4,4-tetrakis(4-benzoylbenzyl)piperazinediium